cis-4,4-difluoro-octahydrocyclopenta[c]pyrrole FC1(CC[C@@H]2CNC[C@@H]21)F